tert-butyl 3-(((3aR,6aS)-5-(4-(4-amino-3-(4-phenoxyphenyl)-1H-pyrazolo[3,4-d]pyrimidin-1-yl)piperidin-1-yl)hexahydrocyclopenta[c]pyrrol-2(1H)-yl)methyl)azetidine-1-carboxylate NC1=C2C(=NC=N1)N(N=C2C2=CC=C(C=C2)OC2=CC=CC=C2)C2CCN(CC2)C2C[C@@H]1[C@@H](CN(C1)CC1CN(C1)C(=O)OC(C)(C)C)C2